N1(C=CC2=CC=CC=C12)C(=O)[C@@H]1C(C[C@@H]2SCC[C@@H](C(N21)=O)NC(=O)[C@H](C)N(C(OC(C)(C)C)=O)C)(CC=C)CC=C tert-Butyl N-[(1S)-1-{[(4S,7S,9aS)-7-(1H-indole-1-carbonyl)-5-oxo-8,8-bis(prop-2-en-1-yl)-octahydropyrrolo[2,1-b][1,3]thiazepin-4-yl]carbamoyl}ethyl]-N-methylcarbamate